((7-bromo-5-cyano-4-oxo-3,4-dihydronaphthalene-1-yl)methyl)(tert-butoxycarbonyl)carbamate BrC1=CC(=C2C(CC=C(C2=C1)COC(NC(=O)OC(C)(C)C)=O)=O)C#N